N-ethoxy-4-((4-methyl-2-(N-methyl-methanesulfonamido)-phenyl)amino)-6-((4-methyl-thiazol-2-yl)amino)nicotinamide C(C)ONC(C1=CN=C(C=C1NC1=C(C=C(C=C1)C)N(S(=O)(=O)C)C)NC=1SC=C(N1)C)=O